C(C=C)(=O)N[C@@H](CC(=O)O)C(=O)O acrylyl-aspartic acid